ClC1=C(C=CC=C1C1=NC(=C(C=O)C=C1)OC)C1=C(C(=CC=C1)B1OC(C(O1)(C)C)(C)C)Cl 6-(2,2'-dichloro-3'-(4,4,5,5-tetramethyl-1,3,2-dioxaborolan-2-yl)-[1,1'-biphenyl]-3-yl)-2-methoxynicotinaldehyde